methyl 4-(1-ethyl-4-(trifluoromethyl)-1H-imidazol-2-yl)benzoate C(C)N1C(=NC(=C1)C(F)(F)F)C1=CC=C(C(=O)OC)C=C1